5-(4-bromophenyl)-1-methyl-1H-tetrazole BrC1=CC=C(C=C1)C1=NN=NN1C